1-(4-amino-1,3-dihydrofuro[3,4-c][1,7]naphthyridin-8-yl)(2-(4-(trifluoromethyl)phenyl)piperidin-1-yl)methanone NC1=NC=2C=NC(=CC2C2=C1COC2)C(=O)N2C(CCCC2)C2=CC=C(C=C2)C(F)(F)F